4-ethyl-9-isopentyl-1-oxa-4,9-diazaspiro[5.5]undecan-3-one C(C)N1C(COC2(C1)CCN(CC2)CCC(C)C)=O